4-methanesulfonyloxymethyl-6,7-dimethyl-1,3,3a,4-tetrahydro-pyrrolo[3,4-c]pyridine-2-carboxylic acid tert-butyl ester C(C)(C)(C)OC(=O)N1CC2C(N=C(C(=C2C1)C)C)COS(=O)(=O)C